FC1=CC2=C(N(C(=N2)N2C[C@H]3[C@@H](OCCN3)CC2)CC(=O)N(CC(F)(F)F)C)C=C1 2-(5-fluoro-2-((4aS,8aS)-hexahydro-2H-pyrido[4,3-b][1,4]oxazin-6(5H)-yl)-1H-benzo[d]imidazol-1-yl)-N-methyl-N-(2,2,2-trifluoroethyl)acetamide